3-(1-{(3R)-2'-[6-amino-5-(trifluoromethyl)pyridin-3-yl]-5',6'-dihydro-1H-spiro[pyrrolidine-3,4'-pyrrolo[1,2-b]pyrazol]-1-yl}propyl)benzamide NC1=C(C=C(C=N1)C=1C=C2N(N1)CC[C@]21CN(CC1)C(CC)C=1C=C(C(=O)N)C=CC1)C(F)(F)F